C(C)S(=O)(=O)C1=CC=C(C=C1)CC(=O)NC1=CC(=C(C=C1)C1=C(C=CC=C1)OC(F)(F)F)N1N=NC=C1 4-(ethylsulfonyl)-N-[2-(1H-1,2,3-triazol-1-yl)-2'-(trifluoromethoxy)[1,1'-biphenyl]-4-yl]-benzeneacetamide